ClC1=C(COC2=C(C=C(C=C2)NC(=O)C2=COC3=C2C=CC=C3C3=NN=NN3)F)C=CC(=C1)F N-(4-((2-chloro-4-fluorobenzyl)oxy)-3-fluorophenyl)-7-(1H-tetrazol-5-yl)benzofuran-3-carboxamide